BrC1=C(C(=CC(=C1O)Br)/C=N/C1=CC2=C(NC(=N2)NCCN2CCOCC2)C=C1)O (E)-2,4-dibromo-6-(((2-((2-morpholinoethyl)amino)-1H-benzo[d]imidazol-5-yl)imino)methyl)benzene-1,3-diol